FC1=CC=C(C=C1)C=1C=C2C(=NC=NC2=C(C1)OCC1CN(C1)C)NCC=1N=NC(=CC1)C 6-(4-fluorophenyl)-8-((1-methylazetidin-3-yl)methoxy)-N-((6-methylpyridazin-3-yl)methyl)quinazolin-4-amine